(R)-2-chloro-N-(5-chloro-6-(4-methoxy-1H-1,2,3-triazol-1-yl)pyridin-3-yl)-8-methyl-8-(trifluoromethyl)-7,8-dihydro-6H-pyrazolo[1,5-a]pyrrolo[2,3-e]pyrimidine-6-carboxamide ClC1=NN2C(N=CC3=C2[C@@](CN3C(=O)NC=3C=NC(=C(C3)Cl)N3N=NC(=C3)OC)(C(F)(F)F)C)=C1